di((2-(2-fluoropropoxy)pyridin-4-yl)methyl)carbamic acid tert-butyl ester C(C)(C)(C)OC(N(CC1=CC(=NC=C1)OCC(C)F)CC1=CC(=NC=C1)OCC(C)F)=O